ClC1=CC=2N(C=C1)N=CC2C2=CN=C(S2)C(=O)N[C@@H](COC)C2=NC=CC(=C2)NS(=O)(=O)C2CC2 (R)-5-(5-chloropyrazolo[1,5-a]pyridin-3-yl)-N-(1-(4-(cyclopropanesulfonamido)pyridin-2-yl)-2-methoxyethyl)thiazole-2-carboxamide